(3R,5S)-5-(benzyloxymethyl)-tetrahydrofuran-2,3-diol C(C1=CC=CC=C1)OC[C@@H]1C[C@H](C(O1)O)O